2-octyldecanoic acid-6-(2-hydroxyethyl-amino)hexyl ester OCCNCCCCCCOC(C(CCCCCCCC)CCCCCCCC)=O